1,1,3-tri(4-hydroxy-2-methyl-5-t-butylphenyl)butane OC1=CC(=C(C=C1C(C)(C)C)C(CC(C)C1=C(C=C(C(=C1)C(C)(C)C)O)C)C1=C(C=C(C(=C1)C(C)(C)C)O)C)C